BrC=1C=NC=C(C1C)OC1=C(C=C(C=C1)Cl)C 3-bromo-5-(4-chloro-2-methyl-phenoxy)-4-methyl-pyridine